N-methoxy-N-methyl-2,3-dihydro-1H-indene-4-carboxamide CON(C(=O)C=1C=2CCCC2C=CC1)C